[Fe].C(=O)(O)C1=CC=C(C=C1)C=1C2=CC=C(N2)C(=C2C=CC(C(=C3C=CC(=C(C=4C=CC1N4)C4=CC=C(C=C4)C(=O)O)N3)C3=CC=C(C=C3)C(=O)O)=N2)C2=CC=C(C=C2)C(=O)O 5,10,15,20-tetrakis(4-carboxyphenyl)porphyrin iron